FC(C)(F)C1=NC(=CC(=N1)C=1C=NC(=NC1)N1CCOCC1)NC1=CC(=NC=C1OC)NC(C)=O N-(4-((2-(1,1-difluoroethyl)-2'-morpholino-[4,5'-bi-pyrimidin]-6-yl)amino)-5-methoxypyridin-2-yl)acetamide